(2S,6S)-N-((S)-3-((4-(dimethylamino)phenyl)sulfonylamino)-2-methylpropyl)-4-(3-fluoro-5-methoxyphenyl)-2,6-dimethylpiperazine-1-sulfonamide CN(C1=CC=C(C=C1)S(=O)(=O)NC[C@@H](CNS(=O)(=O)N1[C@H](CN(C[C@@H]1C)C1=CC(=CC(=C1)OC)F)C)C)C